3-(1-oxo-5-phenyl-7-(trifluoromethyl)isoindolin-2-yl)piperidine-2,6-dione O=C1N(CC2=CC(=CC(=C12)C(F)(F)F)C1=CC=CC=C1)C1C(NC(CC1)=O)=O